N-(9,9'-spirobi[fluoren]-4-yl)-N-([1,1'-biphenyl]-2-yl)-14,14-dimethyl-14H-indeno[1,2-b]triphenylen-12-amine C1=CC=C(C=2C3=CC=CC=C3C3(C12)C1=CC=CC=C1C=1C=CC=CC13)N(C1=CC=3C(C=2C(=CC=4C5=CC=CC=C5C5=CC=CC=C5C4C2)C3C=C1)(C)C)C1=C(C=CC=C1)C1=CC=CC=C1